2,5-Di-methyl-p-benzoquinone CC=1C(C=C(C(C1)=O)C)=O